2-(fluoromethanesulfonamido)-N-(1H-indol-2-ylmethyl)thiazole-4-carboxamide FCS(=O)(=O)NC=1SC=C(N1)C(=O)NCC=1NC2=CC=CC=C2C1